C(C)(C)(C)C1=CC=C(C=C1)C1=CC=C(C=C1)OB(O)O (4'-(tert-butyl)-[1,1'-biphenyl]-4-yl)boric acid